Cl.FC(C1=CC(=NC=C1)C(=O)N)(F)F 4-(trifluoromethyl)picolinamide hydrochloride